C1(CCCCC1)C=1NC2=C(C=CC(=C2C1C=O)Cl)Cl 2-CYCLOHEXYL-4,7-DICHLORO-1H-INDOLE-3-CARBOXALDEHYDE